1-(2-(1-benzyl-2,5-dimethyl-1H-pyrrol-3-yl)-2-oxoethyl)-5-vinylpyridin-2(1H)-one C(C1=CC=CC=C1)N1C(=C(C=C1C)C(CN1C(C=CC(=C1)C=C)=O)=O)C